FC=1C(=CC(=C(C1)NC1=NC=C2N(C(N(C2=N1)C12CCC(CC1)(C2)O)=O)C)C)C2=CN=CO2 2-((5-fluoro-2-methyl-4-(oxazol-5-yl)phenyl)amino)-9-(4-hydroxybicyclo[2.2.1]heptan-1-yl)-7-methyl-7,9-dihydro-8H-purin-8-one